BrC1=CC=C(CN2N=C3C(CN(CC3)CC3=CC(=CC(=C3)F)Cl)C2=O)C=C1 2-(4-bromobenzyl)-5-(3-chloro-5-fluorobenzyl)-2,3a,4,5,6,7-hexahydro-3H-pyrazolo[4,3-c]pyridin-3-one